4-Oxotetrahydrocarbazole O=C1CCCC2=NC3=CC=CC=C3C12